OC/C=C/C(=O)O (E)-4-hydroxy-but-2-enoic acid